germanium carbon [C].[Ge]